tolyl-α-cyanoacrylate C1(=C(C=CC=C1)OC(C(=C)C#N)=O)C